C(#N)C=1C=C(C=CC1)NC(=N)C1(CCNCC1)C N-(3-cyanophenyl)-4-methylpiperidine-4-carboximidamide